(R)-N-(3-(1-((2-amino-5-chloropyridin-3-yl)oxy)ethyl)phenyl)-3-(methylsulfonyl)-5-(trifluoromethyl)benzamide NC1=NC=C(C=C1O[C@H](C)C=1C=C(C=CC1)NC(C1=CC(=CC(=C1)C(F)(F)F)S(=O)(=O)C)=O)Cl